piperidin-4-amine dihydrochloride Cl.Cl.N1CCC(CC1)N